(2S,5R)-7-oxo-2-(N-((2,2,2-trifluoroethyl)sulfonyl)formamidyl)-1,6-diazabicyclo[3.2.1]oct-6-yl-sodium sulfate S(=O)(=O)(O)O.O=C1N([C@@H]2CC[C@@H](N1C2)N(C=O)S(=O)(=O)CC(F)(F)F)[Na]